ClC1=C(C(/C=C/C2=CC=C(C=C2)O)=O)C=CC=C1 2'-Chloro-4-hydroxychalcone